C(C)(C)(C)OC(=O)N[C@H](C(=O)N1[C@@H]([C@H]2[C@H]3[C@@H](C[C@@H]([C@H]2C1)C3)F)C(=O)O)C(C)(C)C (1S,2R,3S,6R,7S,9R)-4-[(2S)-2-[(tert-butoxycarbonyl)amino]-3,3-dimethylbutanoyl]-9-fluoro-4-azatricyclo[5.2.1.0^{2,6}]decane-3-carboxylic acid